C(C)(=O)N([C@@H](C)C(=O)N[C@H](CCC(=O)N[C@@H](C)C(=O)O)C(N)=O)C1[C@H](N)[C@@H](O[C@@H](C(=O)O)C)[C@H](O)[C@H](O1)CO N-acetylmuramyl-L-alanyl-D-isoglutaminoyl-L-alanine